FC(CC[Si](OC)(OC)OC)(C(C(F)(F)F)(F)F)F 3,3,4,4,5,5,5-heptafluoropentyl-(trimethoxy)silane